C[C@@H]1CNC[C@H]1COC1=CC=C(C=C1)S(=O)(=O)C |r| rac-trans-3-methyl-4-((4-(methylsulfonyl)phenoxy)methyl)pyrrolidine